(4-hydroxyphenyl)butan-3-one OC1=CC=C(C=C1)CCC(C)=O